OC(CCCCCCCC)C1=C(C2=C(C=CC(=C2C(=C1)OC)OC)OC)OC 2-(1-hydroxynonyl)-1,4,5,8-tetramethoxynaphthalene